C(C)C(CCCCC)OC(CCCCCCCCN(CCCNC(=O)C1=NC(=CC(=C1)C(=O)NCCCN(CCCCCCCCC(=O)OC(CCCCC)CC)CCCCCCCCC(=O)OC(CCCCC)CC)C(NCCCN(CCCCCCCCC(OC(CCCCC)CC)=O)CCCCCCCCC(OC(CCCCC)CC)=O)=O)CCCCCCCCC(OC(CCCCC)CC)=O)=O 1-ethylhexyl 9-[3-[[2,6-bis[3-[bis[9-(1-ethylhexoxy)-9-oxo-nonyl]amino]propylcarbamoyl]pyridine-4-carbonyl]amino]propyl-[9-(1-ethylhexoxy)-9-oxo-nonyl]amino]nonanoate